C(N)(=O)C=1C(=NC(=NC1)N1C[C@H](CCC1)NC(OC(C)(C)C)=O)NC=1C=C2C(C(NC2=C(C1)C(C)C)=O)(C)C tert-Butyl (S)-(1-(5-carbamoyl-4-((7-isopropyl-3,3-dimethyl-2-oxoindolin-5-yl)amino)pyrimidin-2-yl)piperidin-3-yl)carbamate